C(=C)[Si](OCC)(OCC)OCC Vinyltri-ethoxysilan